BrC=1C=C(C=CC1)C(CNC(=O)NC1CCCC1)OCC 1-[2-(3-bromophenyl)-2-ethoxy-ethyl]-3-cyclopentyl-urea